tert-butyl (3-(4-(7-methoxy-2-methylquinolin-6-yl)-1H-imidazol-2-yl)hex-5-en-3-yl)carbamate COC1=C(C=C2C=CC(=NC2=C1)C)C=1N=C(NC1)C(CC)(CC=C)NC(OC(C)(C)C)=O